C1(=CC=CC=C1)C(CCCOB([O-])[O-])(C1=CC=CC=C1)C1=CC=CC=C1 triphenylbutyl-borat